NC1=NC=C(C(=N1)NCC(CO)O)OC1=CC(=NC=C1C(C)C)Br 3-((2-amino-5-((2-bromo-5-isopropylpyridin-4-yl)oxy)pyrimidin-4-yl)amino)propane-1,2-diol